C(#N)C1=CC(=C(CSC2=CC=NN2C2CCN(CC2)CC2=NC3=C(N2C[C@H]2OCC2)C=C(C=C3)C(=O)OC)C=C1)F (S)-methyl 2-((4-(5-((4-cyano-2-fluorobenzyl)thio)-1H-pyrazol-1-yl)piperidin-1-yl)methyl)-1-(oxetan-2-ylmethyl)-1H-benzo[d]imidazole-6-carboxylate